(S)-(1-((4-(3-amino-4-fluoro-1H-indazol-5-yl)-3-chlorophenyl)sulfonyl)-4,4-difluoropyrrolidin-2-yl)methanol NC1=NNC2=CC=C(C(=C12)F)C1=C(C=C(C=C1)S(=O)(=O)N1[C@@H](CC(C1)(F)F)CO)Cl